FC1=CC(=CC2=CN(N=C12)C)C=1SC2=C(N1)SC(=C2)N(C2CC(NC(C2)(C)C)(C)C)C N-[2-(7-fluoro-2-methylindazol-5-yl)thieno[2,3-d][1,3]thiazol-5-yl]-N,2,2,6,6-pentamethylpiperidin-4-amine